N-(3,5-difluoro-4-((1r,3r)-2-(2-fluoro-2-methylpropyl)-3-methyl-2,3,4,9-tetrahydro-1H-pyrido[3,4-b]indol-1-yl)phenyl)azetidin-3-amine FC=1C=C(C=C(C1[C@H]1N([C@@H](CC2=C1NC1=CC=CC=C21)C)CC(C)(C)F)F)NC2CNC2